ClC(C(=O)OCC)C(C(F)(F)F)=O Ethyl 2-chloro-4,4,4-trifluoro-3-oxobutanoate